P(=O)(O[C@H](CCC(C)(C)O)[C@@](C)([C@H]1CC[C@]2(C3=CC([C@@H]4C[C@H]([C@H](C[C@]4(C)[C@H]3CC[C@]12C)O)O)=O)O)O)(O)O (22R)-2beta,3beta,14,20,25-pentahydroxy-6-oxo-5beta-cholest-7-en-22-yl dihydrogen phosphate